C(C=C)(=O)OC(C1=CC=CC=C1)C methylBenzyl acrylate